N=1N(C=C2C1C=NC=C2)C[C@@]2(C[C@]1(CN(C(O1)=O)C1=NC=C(C=C1)P(=S)(C)C)CCC2)C (5s,7s)-7-((2H-pyrazolo[3,4-c]pyridin-2-yl)methyl)-3-(5-(dimethylthiophosphoryl)pyridin-2-yl)-7-methyl-1-oxa-3-azaspiro[4.5]decan-2-one